C(=O)[C@H]1[C@@H]([C@@H]([C@@H](O)O[C@@H]1C)O)O 4,6-dideoxy-4-formyl-α-D-mannopyranose